N1(CCC1)C1=NC=C(C(=N1)OC)CN1N=CC(=C1)NC(=O)C1=NC(=CN=C1)C1=C(C(=CC=C1C(F)F)Cl)F N-(1-((2-(Azetidin-1-yl)-4-methoxypyrimidin-5-yl)methyl)-1H-pyrazol-4-yl)-6-(3-chloro-6-(difluoromethyl)-2-fluorophenyl)pyrazine-2-carboxamide